Ethyl 2,3,4,5-tetrafluorobenzoyl acetate CCOC(=O)CC(=O)C1=CC(=C(C(=C1F)F)F)F